BrC1=CC=2N3C[C@@H](CCCCC=4N(N=CC4C4=NC(=CC(C(NC3=NC2C=C1)=O)=C4)C)C)C (11R)-16-bromo-5,11,26-trimethyl-4,5,13,20,22,27-hexazapentacyclo[22.3.1.02,6.013,21.014,19]octacosa-1(27),2(6),3,14(19),15,17,20,24(28),25-nonaen-23-one